OC1=CC=C(C=C1)C#CC1=CC=C(C=C1)NC(C(=O)O)=O 2-((4-((4-hydroxyphenyl)ethynyl)phenyl)amino)-2-oxoacetic acid